6-methyl-5-(1-((1-methyl-1H-pyrazol-5-yl)methoxy)ethyl)indolizine-7-carboxylic acid ethyl ester C(C)OC(=O)C=1C(=C(N2C=CC=C2C1)C(C)OCC1=CC=NN1C)C